5-[4-(1-piperidinyl)-1-piperidinyl]pyridin-2-amine N1(CCCCC1)C1CCN(CC1)C=1C=CC(=NC1)N